((S)-2-[[(1S)-1-cyano-2-[(3S)-2-oxo-3-piperidyl]ethyl]amino]-1-(cyclopropylmethyl)-2-oxo-ethyl)-1H-pyrrolo[3,2-c]pyridine-2-carboxamide C(#N)[C@H](C[C@H]1C(NCCC1)=O)NC([C@H](CC1CC1)N1C(=CC=2C=NC=CC21)C(=O)N)=O